2-(difluoromethyl)pyrazolo[1,5-a]pyrazin-4(5H)-one FC(C1=NN2C(C(NC=C2)=O)=C1)F